3-chloro-4-[(3,5-difluoropyridin-2-yl)(2H2)methoxy]-3'-fluoro-2'-[3-(2-hydroxypropan-2-yl)pyrazol-1-yl]-5',6-dimethyl-[1,4'-bipyridin]-2-one ClC=1C(N(C(=CC1OC([2H])([2H])C1=NC=C(C=C1F)F)C)C1=C(C(=NC=C1C)N1N=C(C=C1)C(C)(C)O)F)=O